2,7-dibromo-9-bromobutylcarbazole BrC1=CC=2N(C3=CC(=CC=C3C2C=C1)Br)CCCCBr